FC1=C(C(=CC(=C1)OCCN1CC(C1)CF)F)[C@H]1N([C@@H](CC2=C1NC1=CC=CC=C21)CC)CC(C)(C)F (1R,3R)-1-(2,6-difluoro-4-(2-(3-(fluoromethyl)azetidin-1-yl)ethoxy)phenyl)-3-ethyl-2-(2-fluoro-2-methylpropyl)-2,3,4,9-tetrahydro-1H-pyrido[3,4-b]indole